L-arginyl-glycyl-L-serine acetate C(C)(=O)OC[C@H](NC(CNC([C@@H](N)CCCNC(N)=N)=O)=O)C(=O)O